FC1=CC=CC2=C1N(C(=N2)C=2C(=NSN2)NC)CC=2N=NC=CC2 4-(7-fluoro-1-(pyridazin-3-ylmethyl)-benzoimidazol-2-yl)-N-methyl-1,2,5-thiadiazol-3-amine